1-(benzyloxy)-6-oxo-1,6-dihydropyridine-2-carboxylic acid chloride C(C1=CC=CC=C1)ON1C(=CC=CC1=O)C(=O)Cl